N-(6-aminobenzo[d]thiazol-2-yl)-5-methylnicotinamide NC1=CC2=C(N=C(S2)NC(C2=CN=CC(=C2)C)=O)C=C1